OCCC1=C(C(=O)O)C=CC(=C1)C(=O)O mono-(2-hydroxyethyl)-terephthalic acid